2-(3-(1-((tert-butoxycarbonyl)amino)propan-2-yl)phenyl)acetic acid C(C)(C)(C)OC(=O)NCC(C)C=1C=C(C=CC1)CC(=O)O